FC1=C(COC=2C=CC3=C(C(=C(O3)C)C(=O)NC3CNCC3(F)F)C2)C=CC=C1F 5-((2,3-difluorobenzyl)oxy)-N-(4,4-difluoropyrrolidin-3-yl)-2-methylbenzofuran-3-carboxamide